tert-butyl (R)-3-(4-bromophenoxy)-2-hydroxypropionate BrC1=CC=C(OC[C@H](C(=O)OC(C)(C)C)O)C=C1